FC(C1(OCCO1)COC1=CC=C(C=C1)CN1N=CC(=C1)C(=O)OCC)(F)F ethyl 1-[[4-[[2-(trifluoromethyl)-1,3-dioxolan-2-yl]methoxy]phenyl]methyl]-1H-pyrazole-4-carboxylate